ClC1=CC(=C2C=NNC2=C1)C1(C[C@@H]2[C@@H](CN(C2)S(=O)(=O)C)C1)O (3ar,5r,6as)-5-(6-chloro-1H-indazol-4-yl)-2-(methylsulfonyl)octahydrocyclopenta[c]pyrrol-5-ol